[NH4+].O1[N+](=CC=N1)[O-] furazan oxide ammonium salt